Br\C(=C(/Cl)\C1=CSC=C1)\I (E)-3-(2-bromo-1-chloro-2-iodovinyl)thiophene